ClC1=C(N=C(NC1=O)C=1N(N=CC1)C)C1CCOCC1 5-chloro-2-(2-methylpyrazol-3-yl)-4-tetrahydropyran-4-yl-1H-pyrimidin-6-one